C(CCCCCCCCCCCC1(CC1)C(=O)N)C1(CC1)C(=O)N 1,1'-(dodecane-1,12-diyl)bis(cyclopropane-1-carboxamide)